ClC=1C(=NC(=NC1NC=1C=C2CC(N(C2=CC1)C)=O)N1C([C@@H](CCC1=O)OC)=O)F (3r,4r)-1-(5-chloro-4-fluoro-6-((1-methyl-2-oxoindol-5-yl)amino)pyrimidin-2-yl)-3-methoxypiperidin-2,6-dione